[Al].[Ca].[Sm] samarium-calcium-aluminum